C(#C)C=1C=C(C=CC1)NC1=C(C=NC2=CC(=C(C=C12)NC(\C=C\CN(C)C)=O)OCC)C#N (E)-N-[4-(3-ethynylphenyl)amino-3-cyano-7-ethoxy-6-quinolinyl]-4-(dimethylamino)-2-butenamide